3-(trimethylsilyl)-2-propyn-1-ol C[Si](C#CCO)(C)C